C(C1=CC=CC=C1)OCC(=O)OC[C@H]1CCC2[C@@]1(CCC1[C@]3(C=CC(NC3CCC12)=O)C)C ((4aR,6aS,7S)-4a,6a-dimethyl-2-oxo-2,4a,4b,5,6,6a,7,8,9,9a,9b,10,11,11a-tetradecahydro-1H-indeno[5,4-f]quinolin-7-yl)methyl 2-(benzyloxy)acetate